S1SC(C=C1)=O 3H-1,2-DITHIOL-3-ONE